(R)-N-[(1E)-1-[3-(1,1-difluoro-2-methoxyethyl)phenyl]ethylidene]-2-methylpropane-2-sulfonamide FC(COC)(F)C=1C=C(C=CC1)\C(\C)=N\S(=O)(=O)C(C)(C)C